(((3S,5R)-1-(4-(6-chloroimidazo[1,2-a]pyridin-3-yl)-5-methylpyrimidin-2-yl)-5-methylpiperidin-3-yl)imino)dimethyl-λ6-sulfanone ClC=1C=CC=2N(C1)C(=CN2)C2=NC(=NC=C2C)N2C[C@H](C[C@H](C2)C)N=S(=O)(C)C